C(C(O)CC(=O)OCCCCCCCC)(=O)OCCCCCCCC di-octyl malate